CN(C(OC(C)(C)C)=O)CCNC([C@@H](CC(NC(C1=CC=CC=C1)(C1=CC=CC=C1)C1=CC=CC=C1)=O)NC(CCCCCCC)=O)=O tert-butyl (R)-methyl(2-(2-octanamido-4-oxo-4-(tritylamino)butanamido)ethyl)carbamate